2-(4-(ethylsulfonyl)phenyl)-N-(1-isopropyl-2-(4-(methylsulfonyl)benzyl)-1H-benzo[d]imidazol-6-yl)acetamide C(C)S(=O)(=O)C1=CC=C(C=C1)CC(=O)NC=1C=CC2=C(N(C(=N2)CC2=CC=C(C=C2)S(=O)(=O)C)C(C)C)C1